C(C1=CC=CC=C1)OC1=C(C=C(C=C1)[C@@H](CC(=O)OCC)N1C(N(C=C1)CCCC1=NC=2NCCCC2C=C1)=O)F ethyl (3R)-3-[4-(benzyloxy)-3-fluorophenyl]-3-[2-oxo-3-[3-(5,6,7,8-tetrahydro-1,8-naphthyridin-2-yl)propyl]-2,3-dihydro-1H-imidazol-1-yl]propanoate